1-{2-amino-[1,3]thiazolo[5,4-d]pyrimidin-5-yl}piperidin-4-ol NC=1SC=2N=C(N=CC2N1)N1CCC(CC1)O